N=1NC(N2C1C=1C=CC=NC1C=C2)=O [1,2,4]triazolo[3,4-f][1,6]naphthyridin-3-one